N1N=CC=C1C=1C=C(C=CC1)C(NS(=O)C(C)(C)C)C1=NC(=C(C=C1)C(C)C)F N-((3-(1H-pyrazol-5-yl)phenyl)(6-fluoro-5-isopropylpyridin-2-yl)methyl)-2-methylpropan-2-sulfinamide